6-(cyclopropanecarboxamido)-4-((3-(cyclopropylsulfonyl)pyridin-2-yl)amino)-N-(methyl-d3)pyridazine-3-carboxamide C1(CC1)C(=O)NC1=CC(=C(N=N1)C(=O)NC([2H])([2H])[2H])NC1=NC=CC=C1S(=O)(=O)C1CC1